ClC1=C(C(=CC=C1)F)C1(CC1)/C(/N)=N/OC(=O)C1=NN(C(=C1)C(F)F)CCS(=O)(=O)C (Z)-1-(2-chloro-6-fluorophenyl)-N'-((5-(difluoromethyl)-1-(2-(methylsulfonyl)ethyl)-1H-pyrazole-3-carbonyl)oxy)cyclopropane-1-carboximidamide